BrC1=C(OCCC(=O)O)C=CC=C1Cl 3-(2-bromo-3-chloro-phenoxy)propionic acid